[Si](C)(C)(C(C)(C)C)OC/C=C/C=1N=C(C(NC1)=O)C1=CC=NC=C1 (E)-5-(3-((tert-butyldimethylsilyl)oxy)prop-1-en-1-yl)-3-(pyridin-4-yl)pyrazin-2(1H)-one